C(C)(C)(C)C1N2C(C3=CC(=C(C=C3C1)C1=NNC=N1)OC)=CC(C(=C2)C(=O)O)=O 6-tert-butyl-10-methoxy-2-oxo-9-(1H-1,2,4-triazol-3-yl)-6,7-dihydro-2H-pyrido[2,1-a]isoquinoline-3-carboxylic acid